p-methoxycinnamic acid propyl ester C(CC)OC(C=CC1=CC=C(C=C1)OC)=O